1-(pyridin-3-ylmethyl)-3-{4-[4-(trifluoromethyl)piperidine-1-sulfonyl]phenyl}urea N1=CC(=CC=C1)CNC(=O)NC1=CC=C(C=C1)S(=O)(=O)N1CCC(CC1)C(F)(F)F